6-((2R,3S,4S,5R)-3-(3,4-difluoro-2-methoxyphenyl)-4,5-dimethyl-5-(trifluoromethyl)tetrahydrofuran-2-yl)-8-oxo-5,8-dihydro-1,5-naphthyridine 1-oxide FC=1C(=C(C=CC1F)[C@H]1[C@@H](O[C@]([C@H]1C)(C(F)(F)F)C)C=1NC=2C=CC=[N+](C2C(C1)=O)[O-])OC